C1(CC1)C=1C(C(=C(N(C1C)C)C)C(=O)NC1=C(C=C(C(=C1)F)OC1=CC=NC2=CC(=C(N=C12)OC)OC)F)=O 5-cyclopropyl-N-[4-[(6,7-dimethoxy-1,5-naphthyridin-4-yl)oxy]-2,5-difluorophenyl]-1,2,6-trimethyl-4-oxopyridine-3-carboxamide